4-(3,4-Dimethoxyphenyl)methylene-2,6-Ditert-butyl-2,5-cyclohexadien-1-one COC=1C=C(C=CC1OC)C=C1C=C(C(C(=C1)C(C)(C)C)=O)C(C)(C)C